FC(S(=O)(=O)OC1=C2CC(C(C2=C(C=C1)SC(F)(F)F)=O)(F)F)(F)F [2,2-difluoro-1-oxo-7-(trifluoromethylsulfanyl)indan-4-yl] trifluoromethanesulfonate